bis-(4-hydroxyphenyl)-methylphenylmethane OC1=CC=C(C=C1)C(C1=CC=CC=C1)(C)C1=CC=C(C=C1)O